CN1N=CC(=C1C(=O)O)C1=NC=C(C=C1)NS(=O)(=O)C 1-methyl-4-(5-(methylsulfonamido)pyridin-2-yl)-1H-pyrazole-5-carboxylic acid